C(C)N1C(=O)C2C(CC3C(C2)O3)C1=O N-ethyl-4,5-epoxycyclohexane-1,2-dicarboximide